C(OCCCCCCCCCCCCCCCCCCCC)([O-])[O-] eicosyl orthoformate